4-Methoxypentyl acetate C(C)(=O)OCCCC(C)OC